C(#N)C=1C=NN2C1C(=CC(=C2)C=2C=NN(C2)C)N2C[C@H](CC2)NC(CC=2C=NC(=CC2)N2N=CC(=C2)F)=O (S)-N-(1-(3-cyano-6-(1-methyl-1H-pyrazol-4-yl)pyrazolo[1,5-a]pyridin-4-yl)pyrrolidin-3-yl)-2-(6-(4-fluoro-1H-pyrazol-1-yl)pyridin-3-yl)acetamide